S1C=NC2=C1C=C(C=C2)\C=C\2/N=C(NC2=O)NCC2CCOCC2 (4Z)-4-(1,3-benzothiazol-6-ylmethylene)-2-(tetrahydropyran-4-ylmethylamino)-1H-imidazol-5-one